sodium bis(succinate) C(CCC(=O)[O-])(=O)[O-].C(CCC(=O)[O-])(=O)[O-].[Na+].[Na+].[Na+].[Na+]